COC(=O)C1=NN(C=C1C=COC)C(C)(C)C 1-(tert-butyl)-4-(2-methoxyvinyl)-1H-pyrazole-3-carboxylic acid methyl ester